ClC1=CC(=C(C=C1)C1=NC(=NC2=C1N=C(N(C2=O)C)C(F)(F)F)N2C[C@@H](O[C@H](C2)C)C=2C=NN(C2)C2CC2)F 8-(4-chloro-2-fluoro-phenyl)-6-[(2S,6S)-2-(1-cyclopropylpyrazol-4-yl)-6-methyl-morpholin-4-yl]-3-methyl-2-(trifluoromethyl)pyrimido[5,4-d]pyrimidin-4-one